CC(C)(C(=O)O)O The molecule is a 2-hydroxy monocarboxylic acid that is isobutyric acid bearing a hydroxy substituent at position 2. It is a metabolite of methyl tertiary-butyl ether. It has a role as a human xenobiotic metabolite. It derives from an isobutyric acid. It is a conjugate acid of a 2-hydroxyisobutyrate.